CC=1C(=C(C(=O)OO)C=CC1)Cl methylchloroperoxybenzoic acid